morpholin-4-ium Trifluoroacetate FC(C(=O)[O-])(F)F.[NH2+]1CCOCC1